CN(C(=O)N[C@@H]1[C@H](OCC1)C=1C=NC=C(C1)C=1C=NC=CC1)[C@@H](C)C1=CC=NC=C1 1-methyl-1-[(1S)-1-(4-pyridyl)ethyl]-3-[(2R,3S)-2-[5-(3-pyridyl)-3-pyridyl]tetrahydrofuran-3-yl]urea